3-(3-acetoamidophthalimido)-3-(3-ethoxy-4-methoxyphenyl)-N-hydroxypropionamide C(C)(=O)NC1=C2C(C(=O)N(C2=O)C(CC(=O)NO)C2=CC(=C(C=C2)OC)OCC)=CC=C1